COC1=CC=C(CN2C(C(C3=CC=CC=C23)=O)=O)C=C1 1-(4-methoxy-benzyl)-1H-indole-2,3-dione